tri(3-ethyl-2-hexyl) citrate C(CC(O)(C(=O)OC(C)C(CCC)CC)CC(=O)OC(C)C(CCC)CC)(=O)OC(C)C(CCC)CC